C(C)(C)(C)OC(=O)N1C[C@H]([C@@H](C1)O)N1CC2=CC=CC=C2CC1 trans-3-(3,4-dihydroisoquinolin-2(1H)-yl)-4-hydroxypyrrolidine-1-carboxylic acid tert-butyl ester